(E)-3-(2-(3-(3-chloro-1H-indazol-6-yl)acrylamido)-4-fluoro-3-methylphenyl)propionic acid ClC1=NNC2=CC(=CC=C12)/C=C/C(=O)NC1=C(C=CC(=C1C)F)CCC(=O)O